ethyl 1-(2-bromoethyl)-1H-indole-2-carboxylate BrCCN1C(=CC2=CC=CC=C12)C(=O)OCC